BrC=1C=CC2=C(N(C(N2)=N)C[C@@H](CCCOC2=C(C=NN2C)C=2C=C(C(=O)OC)C=C(N2)OC)C)C1 methyl (R)-2-(5-((5-(6-bromo-2-imino-2,3-dihydro-1H-benzo[d]imidazol-1-yl)-4-methylpentyl) oxy)-1-methyl-1H-pyrazol-4-yl)-6-methoxyisonicotinate